(R)-8-(1-((4-fluoro-2-(4-hydroxypiperidin-1-yl)phenyl)amino)ethyl)-3,6-dimethyl-2-(4-methyltetrahydro-2H-pyran-4-yl)quinazolin-4(3H)-one FC1=CC(=C(C=C1)N[C@H](C)C=1C=C(C=C2C(N(C(=NC12)C1(CCOCC1)C)C)=O)C)N1CCC(CC1)O